FC1=CC(=CC=2N(C(=NC21)CC2=CC(=C(C=C2F)C2=CC(=C(C=C2)F)OCC=2SC(=NN2)OC)F)C[C@H]2OCC2)C(=O)O (S)-4-fluoro-1-(oxetan-2-ylmethyl)-2-((2,4',5-trifluoro-3'-((5-methoxy-1,3,4-thiadiazol-2-yl)methoxy)-[1,1'-biphenyl]-4-yl)methyl)-1H-benzo[d]imidazole-6-carboxylic acid